N1(CCC1)C(=O)C=1C=C2C(=NN=C(C2=CC1NC)NC(C)C=1C(=C(C#N)C=CC1)C)C 3-(1-((6-(azetidine-1-carbonyl)-4-methyl-7-(methylamino)phthalazin-1-yl)amino)ethyl)-2-methylbenzonitrile